CN(CCN(S(=O)(=O)C=1C=NN(C1)C1=NC=CC(=C1)C(F)(F)F)C=1C=CC=C2C=NN(C12)C)C N-(2-(DIMETHYLAMINO)ETHYL)-N-(1-METHYL-1H-INDAZOL-7-YL)-1-(4-(TRIFLUOROMETHYL)PYRIDIN-2-YL)-1H-PYRAZOLE-4-SULFONAMIDE